C1(CC1)C=1C(=CC=2N(N1)C(=CN2)C2=NC(=NC=C2)N[C@H]2CNCC[C@@H]2F)OC([2H])([2H])[2H] (6-cyclopropyl-7-(methoxy-d3)imidazo[1,2-b]pyridazin-3-yl)-N-((3S,4S)-4-fluoropiperidin-3-yl)pyrimidin-2-amine